(azetidin-3-yl)-7-(dimethylphosphoryl)-3-(4-(trifluoromethyl)phenyl)-1,3-dihydro-2H-imidazo[4,5-b]pyridin-2-one N1CC(C1)N1C(N(C2=NC=CC(=C21)P(=O)(C)C)C2=CC=C(C=C2)C(F)(F)F)=O